dibenzo-(f,H)quinoxaline N1=CC=NC2=C3C(=C4C(=C12)C=CC=C4)C=CC=C3